C(#N)C=1C=CC(=NC1)NC1CCC(CC1)N(S(=O)(=O)C)C=1C=CC(=C(C1)NC(C=C)=O)N1CCC(CC1)N(C)C N-(5-(N-((1r,4r)-4-((5-cyanopyridin-2-yl)amino)cyclohexyl)methylsulfonamido)-2-(4-(dimethylamino)piperidin-1-yl)phenyl)acrylamide